1-benzyl-7-((4-chloronaphthalen-1-yl)methyl)-5-oxo-8-(3-(trifluoromethyl)phenyl)-1,2,3,5-tetrahydroimidazo[1,2-a]pyridine-3-carboxylic acid C(C1=CC=CC=C1)N1CC(N2C1=C(C(=CC2=O)CC2=CC=C(C1=CC=CC=C21)Cl)C2=CC(=CC=C2)C(F)(F)F)C(=O)O